NCC#CC1=CC=CC=2N(C(N(C21)C)=O)N2CCCCC2 [4-(3-Aminoprop-1-ynyl)-3-methyl-2-oxo-benzimidazol-1-yl]Piperidine